C12C3(C4CC(CC(C1)C4)C2)O[C@]2(OO3)CC(CCC2)C2=CC=C(OCCCNC3CCOCC3)C=C2 [3-(p-{(1R)-Dispiro[cyclohexane-1,3'-[1,2,4]trioxolane-5',2''-tricyclo[3.3.1.13,7]decan]-3-yl}phenoxy)propyl]-tetrahydro-2H-pyran-4-ylamine